C1(=C(C(=CC(=C1C#N)C#N)C#N)C#N)C1=CC=C(C=C1)C1=CC=CC=C1 [1,1':4',1''-terphenyl]-2,3,5,6-tetracarbonitrile